BrC=1C=CC2=CN(N=C2C1)[C@H]1CN(C[C@@H](C1)C)C(=O)OC(C)(C)C |r| rac-(3R,5R)-tert-butyl 3-(6-bromo-2H-indazol-2-yl)-5-methylpiperidine-1-carboxylate